PYRROLOPYRIMIDINAMINE N1C(=NC=C2C1=CC=N2)N